C1(CC1)NC1=NC(=NC=C1C(=O)N)NC1=CC2=C(OC[C@H](CN2)OCCO)C=C1 4-(cyclopropylamino)-2-(((S)-2,3,4,5-tetrahydro-3-(2-hydroxyethoxy)benzo[b][1,4]oxazepin-7-yl)amino)pyrimidine-5-carboxamide